Cl.N1CCC(CCC1)=O azepan-4-one HCl salt